FC1=CC(=C(C=C1C=1C=NC(=CC1)N1C[C@H](O[C@H](C1)C)C)NC(=O)C1=CN(C(C=C1C(F)(F)F)=O)C)N1C[C@H](N(CC1)C)C |r| N-[4-fluoro-5-[6-[rac-(2R,6S)-2,6-dimethylmorpholin-4-yl]pyridin-3-yl]-2-[rac-(3R)-3,4-dimethylpiperazin-1-yl]phenyl]-1-methyl-6-oxo-4-(trifluoromethyl)pyridine-3-carboxamide